rac-N-({4-amino-3-methyl-1H,3H-furo[3,4-c]quinolin-7-yl}methyl)-2-cyclopropyl-N-(4-fluoro-2-methanesulfonylphenyl)pyrimidine-5-carboxamide NC1=NC=2C=C(C=CC2C2=C1[C@H](OC2)C)CN(C(=O)C=2C=NC(=NC2)C2CC2)C2=C(C=C(C=C2)F)S(=O)(=O)C |r|